ClC1=C(C2=C(N(C1=O)C)CN(C2C)C(=O)OC(C)(C)C)OC tert-Butyl 3-chloro-4-methoxy-1,5-dimethyl-2-oxo-1,2,5,7-tetrahydro-6H-pyrrolo[3,4-b]pyridine-6-carboxylate